2-[2-(benzylcarbamoyl)indan-2-yl]acetic acid C(C1=CC=CC=C1)NC(=O)C1(CC2=CC=CC=C2C1)CC(=O)O